9-{[(4-chloro-2,6-dimethylphenyl)acetyl]amino}-3,3-dimethyl-1,5-dioxaspiro[5.5]undecane-9-carboxylic acid 3-hydroxy-2,2-dimethylpropyl ester OCC(COC(=O)C1(CCC2(OCC(CO2)(C)C)CC1)NC(CC1=C(C=C(C=C1C)Cl)C)=O)(C)C